3-cyclopropyl-4-(5-methyl-1-(tetrahydro-2H-pyran-2-yl)-1H-indazol-4-yl)quinolineDotetracontanoic acid C1(CC1)C=1C(=NC2=CC=CC=C2C1C1=C2C=NN(C2=CC=C1C)C1OCCCC1)CCCCCCCCCCCCCCCCCCCCCCCCCCCCCCCCCCCCCCCCCC(=O)O